C(=O)(OC(C)(C)C)N1CC2=CC(=C(C=C2CC1)N)F 2-N-Boc-7-fluoro-6-amino-1,2,3,4-tetrahydroisoquinoline